2-Hydroxy-5-trifluoromethylbenzonitrile OC1=C(C#N)C=C(C=C1)C(F)(F)F